2-(1-(4-(6-((4-cyano-2-fluorobenzyl)oxy)pyridin-2-yl)piperazin-1-yl)ethyl)-1-(((S)-oxetan-2-yl)methyl)-1H-benzo[d]imidazole-6-carboxylate C(#N)C1=CC(=C(COC2=CC=CC(=N2)N2CCN(CC2)C(C)C2=NC3=C(N2C[C@H]2OCC2)C=C(C=C3)C(=O)[O-])C=C1)F